FC1=C(OC2=C(C(=O)N)C=CC=N2)C=CC(=C1)CC(=O)NC=1SC(=C(N1)C=1C=NC(=CC1)F)C 2-(2-fluoro-4-(2-((4-(6-fluoropyridin-3-yl)-5-methylthiazol-2-yl)amino)-2-oxoethyl)phenoxy)nicotinamide